ClC=1C=C2C(=NC1C=1C=CC(=NC1)NC(C1=C(C=CC=C1F)F)=O)OCCO2 N-(5-(7-Chloro-2,3-dihydro[1,4]dioxino[2,3-b]pyridin-6-yl)pyridin-2-yl)-2,6-difluorobenzamid